(4-(2-hydroxyethyl)phenyl)-2-methylpropanoic acid OCCC1=CC=C(C=C1)C(C(=O)O)(C)C